FC(C1=CC=CC=C1C#N)(F)F 6-(trifluoromethyl)benzonitrile